ClC=1C(=C(C=CC1F)C(=O)C1CC(C1)(C)C)F (3-chloro-2,4-difluorophenyl)(3,3-dimethylcyclobutyl)methanone